(3R,3'R,6'R)-β,ε-carotene-3,3'-diol CC1(C)C[C@@H](CC(C)=C1\C=C\C(\C)=C\C=C\C(\C)=C\C=C\C=C(/C)\C=C\C=C(/C)\C=C\[C@H]1C(C)=C[C@@H](CC1(C)C)O)O